C[C@H]1[C@@H]([C@H]([C@H]([C@@H](O1)O[C@@H]2[C@H]([C@@H]([C@H](O[C@H]2OCCC3=CC=C(C=C3)O)CO)O)O)O)O)O The molecule is a glycosylglucose derivative that is alpha-L-rhamnopyranosyl-(1->2)-beta-D-glucopyranose in which the anomeric hydroxy hydrogen has been replaced by a 2-(4-hydroxyphenyl)ethyl group. It has a role as a mouse metabolite and a rat metabolite. It is a glycoside, a member of phenols and a glycosylglucose derivative. It derives from a 2-(4-hydroxyphenyl)ethanol.